1'-(5-Bromo-3-nitropyridin-2-yl)-1,4'-bipiperidine BrC=1C=C(C(=NC1)N1CCC(CC1)N1CCCCC1)[N+](=O)[O-]